2-[(2-amino-3-fluoropyridin-4-yl)methyl]-5-(2-fluoro-4-trimethylsilylanilino)pyridine-4-Formic acid methyl ester COC(=O)C1=CC(=NC=C1NC1=C(C=C(C=C1)[Si](C)(C)C)F)CC1=C(C(=NC=C1)N)F